C1(=CC(=CC=C1)C=1C2=CC=CC=C2C(=C2C=CC=CC12)Br)C1=CC(=CC=C1)C1=CC=CC=C1 9-([1,1':3',1''-terphenyl]-3-yl)-10-bromoanthracene